FC=1C=C(C=C2C(=CNC12)CCNC(C)C)OC N-(2-(7-fluoro-5-methoxy-1H-indol-3-yl)ethyl)propan-2-amine